7-fluoro-6-iodo-2,3-dihydro-[1,4]dioxino[2,3-b]pyridine FC=1C=C2C(=NC1I)OCCO2